N1[C@@H](CCC1)CN(C(OC)=O)C1(CCC1)C1=CC(=CC=C1)C(F)(F)F methyl N-{[(2S)-pyrrolidin-2-yl]methyl}-N-{1-[3-(trifluoromethyl)phenyl]cyclobutyl}carbamate